CC1=CC2=NC(=CC(=C2N1)N1CCOCC1)N1N=C(C=C1)C=1C=C(C=CC1)C 4-(2-methyl-5-(3-(m-tolyl)-1H-pyrazol-1-yl)-1H-pyrrolo[3,2-b]pyridin-7-yl)morpholine